(S)-1-(3-(4-(trifluoromethyl)pyrimidin-2-yl)-1,2,4-oxadiazol-5-yl)ethan-1-amine FC(C1=NC(=NC=C1)C1=NOC(=N1)[C@H](C)N)(F)F